7-methoxy-4-(2-methylphenyl)-1H-1,3-benzodiazol COC1=CC=C(C2=C1NC=N2)C2=C(C=CC=C2)C